N-(6-(amino(tetrahydro-2H-pyran-4-yl)methyl)pyrimidin-4-yl)cyclopropanesulfonamide, hydrochloride Cl.NC(C1=CC(=NC=N1)NS(=O)(=O)C1CC1)C1CCOCC1